1,3-bis(N-acryloyl-N-propylamino)propane-2-yl dihydrogen phosphate P(=O)(OC(CN(CCC)C(C=C)=O)CN(C(C=C)=O)CCC)(O)O